ethyl-3-ethoxy-3-iminopropanoate hydrochloride Cl.C(C)OC(CC(=N)OCC)=O